C1(CC1)NC(=O)N1C[C@@H](CC1)N1N=C(C=C1)NC=1SC(=CN1)C(=O)NC1=C(C(=CC=C1C)O)C 2-[[1-[(3R)-1-(Cyclopropylcarbamoyl)pyrrolidin-3-yl]pyrazol-3-yl]amino]-N-(3-hydroxy-2,6-dimethyl-phenyl)thiazole-5-carboxamide